ClC1=C(C=C(C(=C1)OC1=CC=CC=C1)C)N=CN(C)CC N'-(2-chloro-5-methyl-4-phenoxyphenyl)-N-ethyl-N-methyl-formamidine